N-[(1S)-1-[(4S)-4-[[(2-chloro-2-fluoro-acetyl)-[[(3S)-2-oxopyrrolidin-3-yl]methyl]amino]carbamoyl]-5-azaspiro[2.4]heptane-5-carbonyl]-2,2-dimethyl-propyl]-2,2,2-trifluoro-acetamide ClC(C(=O)N(C[C@H]1C(NCC1)=O)NC(=O)[C@@H]1C2(CC2)CCN1C(=O)[C@H](C(C)(C)C)NC(C(F)(F)F)=O)F